F/C(=C/[C@@H](C[C@H]1C(NCC1)=O)NC(=O)[C@H]1N(C[C@H]2[C@@H]1CCC2)C(=O)C2(C1=CC=CC=C1C=1C=CC=CC21)O)/S(=O)(=O)C (1S,3aR,6aS)-N-((R,Z)-4-fluoro-4-(methylsulfonyl)-1-((S)-2-oxopyrrolidin-3-yl)but-3-en-2-yl)-2-(9-hydroxy-9H-fluorene-9-carbonyl)octahydrocyclopenta[c]pyrrole-1-carboxamide